3-Iodo-5,7-diphenylpyrazolo[1,5-a]pyrimidine-2-carboxylic acid IC=1C(=NN2C1N=C(C=C2C2=CC=CC=C2)C2=CC=CC=C2)C(=O)O